C[C@H]1CC[C@@H](N(C1)C(C(=O)OCC(F)(F)F)=O)C=1C=C2C=NN(C2=CC1)C 2,2,2-trifluoroethyl 2-((2R,5S)-5-methyl-2-(1-methyl-1H-indazol-5-yl)piperidin-1-yl)-2-oxoacetate